tert-Butyl 6-(((2-isopropyl-1-(2-oxo-2,3-dihydro-1H-pyrrolo[2,3-b]pyridin-5-yl)-1H-benzo[d]imidazol-4-yl)methyl)amino)hexanoate C(C)(C)C1=NC2=C(N1C=1C=C3C(=NC1)NC(C3)=O)C=CC=C2CNCCCCCC(=O)OC(C)(C)C